2-((1-(2-methyl-1-oxo-3-(phenylethynyl)-1,2-dihydroisoquinolin-5-yl)ethyl)amino)benzoic acid CN1C(C2=CC=CC(=C2C=C1C#CC1=CC=CC=C1)C(C)NC1=C(C(=O)O)C=CC=C1)=O